Benzyl (S)-2-(cyanomethyl)-4-(8-fluoro-2-(((2R,7aS)-2-fluorotetrahydro-1H-pyrrolizin-7a(5H)-yl)methoxy)-7-(3-(methoxymethoxy)naphthalen-1-yl)quinazolin-4-yl)piperazine-1-carboxylate C(#N)C[C@@H]1N(CCN(C1)C1=NC(=NC2=C(C(=CC=C12)C1=CC(=CC2=CC=CC=C12)OCOC)F)OC[C@]12CCCN2C[C@@H](C1)F)C(=O)OCC1=CC=CC=C1